rel-(R)-7-(5-(7-Ethyl-7H-imidazo[4,5-c]pyridazin-4-yl)-2-fluorophenyl)-6-methoxy-2-(methoxymethyl)-4-methyl-2H-benzo[b][1,4]oxazin-3(4H)-one C(C)N1C=NC2=C1N=NC=C2C=2C=CC(=C(C2)C=2C(=CC1=C(O[C@@H](C(N1C)=O)COC)C2)OC)F |o1:23|